3-(5-Fluoropyrimidin-2-yl)-2-methoxyaniline FC=1C=NC(=NC1)C=1C(=C(N)C=CC1)OC